BrC1=CC(=C(C2=CC=CC(=C12)Cl)F)CC(C(=O)N)(C)O (4-bromo-5-chloro-1-fluoronaphthalen-2-yl)-2-hydroxy-2-methylpropanamide